1,2-divinyltetramethyldisilane C(=C)[Si]([Si](C=C)(C)C)(C)C